C(C)(=O)OC1C(OC(C1OC(C)=O)COC(C(C)C)=O)N1C(NC(C=C1)=O)=O 2-(2,4-dioxo-3,4-dihydropyrimidin-1(2H)-yl)-5-((isobutyryloxy)methyl)tetrahydrofuran-3,4-diyl diacetate